(Z,E)-7,9-dodecadienyl acetate C(C)(=O)OCCCCCC\C=C/C=C/CC